ClCC1=C(C(=CC=C1)C)NS(=O)(=O)C1=CC=C(C=C1)C N-(2-(chloromethyl)-6-methyl-phenyl)-4-methylbenzenesulfonamide